C(C)(C1=C(C=CC(=C1)C)OCC(=O)N)C1=C(C=CC(=C1)C)OCC(=O)N 2,2'-((ethane-1,1-diylbis(4-methyl-2,1-phenylene))bis(oxy))diacetic amide